C(C)(C)(C)OC(N(C)CCN(CC)C1=CC=C2C(=NC=NC2=C1)NCCCC)=O.COCCOC1=NN(C=C1[N+](=O)[O-])C1CCC(CC1)N1CCOCC1 4-[(1r,4r)-4-[3-(2-methoxyethoxy)-4-nitro-1H-pyrazol-1-yl]cyclohexyl]morpholine Tert-butyl-N-[2-[[4-(butylamino)quinazolin-7-yl]-ethyl-amino]ethyl]-N-methylcarbamate